3-Amino-N-(1-((2-(azetidin-1-yl)pyrimidin-5-yl)methyl)-1H-pyrazol-4-yl)-6-(3-chloro-6-(difluoromethyl)-2-fluorophenyl)pyrazine-2-carboxamide NC=1C(=NC(=CN1)C1=C(C(=CC=C1C(F)F)Cl)F)C(=O)NC=1C=NN(C1)CC=1C=NC(=NC1)N1CCC1